CC1=C(C(NC(=C1)C)=O)CNC(=O)C=1C2=C(N=C(C1)C=1CCN(CC1)C(=O)C1CNCC1)N(N=C2)C(C)C N-((4,6-dimethyl-2-oxo-1,2-dihydropyridin-3-yl)methyl)-1-isopropyl-6-(1-(pyrrolidine-3-carbonyl)-1,2,3,6-tetrahydropyridin-4-yl)-1H-pyrazolo[3,4-b]pyridine-4-carboxamide